6-methylpyridin-3-carboxylic acid ethyl ester C(C)OC(=O)C=1C=NC(=CC1)C